ClC=1C(=NC=C(C1)C(F)(F)F)N1CCNCC1 4-[3-chloro-5-(trifluoromethyl)pyridin-2-yl]piperazine